(3s,4s)-8-(3-(5-chloro-3-(dimethylamino)quinoxalin-6-yl)-5-methyl-1-(tetrahydro-2H-pyran-2-yl)-1H-pyrazolo[3,4-b]pyrazin-6-yl)-3-methyl-2-oxa-8-azaspiro[4.5]decan-4-amine ClC1=C2N=C(C=NC2=CC=C1C1=NN(C2=NC(=C(N=C21)C)N2CCC1([C@@H]([C@@H](OC1)C)N)CC2)C2OCCCC2)N(C)C